3-[2-(4-chloro-3-fluorophenoxy)acetamido]-N-{[2-(2,2-difluoroethoxy)phenyl]methyl}bicyclo[1.1.1]pentane-1-carboxamide ClC1=C(C=C(OCC(=O)NC23CC(C2)(C3)C(=O)NCC3=C(C=CC=C3)OCC(F)F)C=C1)F